C(CCCCCCCCCCCCCCCCCCCCCCCCCC)N1C(CCCC1)=O 1-N-heptacosyl-2-piperidone